(cyclopropylmethoxy)-4-(difluoromethoxy)aniline C1(CC1)CONC1=CC=C(C=C1)OC(F)F